NC=1C=C(C=CC1O)C(C)(C)C1=CC(=C(C=C1)O)N (Dl)-2,2-bis(3-amino-4-hydroxyphenyl)propane